C(C)C=1C(=NC2=CC(=C(C=C2C1)F)C(=O)N1[C@H](CN(CC1)C(=O)OC(C)(C)C)CCO)OC tert-butyl (S)-4-(3-ethyl-6-fluoro-2-methoxy quinoline-7-carbonyl)-3-(2-hydroxy ethyl)piperazine-1-carboxylate